1-(2,4-dihydroxyphenyl)-3-(3',4'-dihydroxyphenyl)-1-propanol OC1=C(C=CC(=C1)O)C(CCC1=CC(=C(C=C1)O)O)O